ClC=1C=C(CNCCC2=CC(=C(C=C2OC)S(=O)(=N)CF)OC)C=C(C1)C (4-(2-((3-chloro-5-methylbenzyl)amino)ethyl)-2,5-dimethoxyphenyl)(fluoromethyl)(imino)-λ6-sulfanone